ClCC(C[C@@]1(N(C[C@@H](C1)OC(C1=CC=C(C=C1)[N+](=O)[O-])=O)C(=O)OC(C)(C)C)C(=O)OC)=C 1-(tert-butyl) 2-methyl (2S,4R)-2-(2-(chloromethyl)allyl)-4-((4-nitrobenzoyl)oxy)-pyrrolidine-1,2-dicarboxylate